tert-Butyl 3-(4-bromothiazol-2-yl)-2-(3-((tert-butoxycarbonyl)(isopropyl)-amino)propan-amido)-4,5-dihydrothieno[2,3-c]pyridine-6(7H)-carboxylate BrC=1N=C(SC1)C1=C(SC=2CN(CCC21)C(=O)OC(C)(C)C)NC(CCN(C(C)C)C(=O)OC(C)(C)C)=O